water nitrite N(=O)O.O